5-(2,6-difluorophenyl)-1,4-dihydrobenzo[d]pyrazolo[3,4-f][1,3]diazepine-9-carboxamide FC1=C(C(=CC=C1)F)C=1NC2=C(C3=C(N1)C=CC(=C3)C(=O)N)NN=C2